FC=1C=C(C#N)C=CC1COC1=NC(=CC=C1)[Sn](CCCC)(CCCC)CCCC 3-Fluoro-4-[(6-tributylstannyl-2-pyridinyl)oxymethyl]benzonitrile